2-((cyclopropylmethyl)thio)-1-(2-fluoro-4-(5-(trifluoromethyl)-1,2,4-oxadiazol-3-yl)phenyl)ethan-1-one C1(CC1)CSCC(=O)C1=C(C=C(C=C1)C1=NOC(=N1)C(F)(F)F)F